(R)-3-((3-chloropyridin-2-yl)amino)piperidine-1-carboxylic acid tert-butyl ester C(C)(C)(C)OC(=O)N1C[C@@H](CCC1)NC1=NC=CC=C1Cl